C[Na].[Na] sodium (methyl-sodium)